4-[5-(2-formylphenyl)pyridin-2-yl]-1-hydroxy-N,N-dimethylnaphthalene-2-carboxamide C(=O)C1=C(C=CC=C1)C=1C=CC(=NC1)C1=CC(=C(C2=CC=CC=C12)O)C(=O)N(C)C